C(C)O/C=C/C1=CC(=NC=C1)CCC(=O)OCC ethyl 3-{4-[(1E)-2-ethoxyethenyl]pyridin-2-yl}propanoate